4-[[(2S,3R,4R,5R)-3-(5-Deuterio-3,4-difluoro-2-methoxyphenyl)-4,5-dimethyl-5-(trifluoromethyl)tetrahydrofuran-2-carbonyl]amino]pyridin-2-carboxamid [2H]C=1C(=C(C(=C(C1)[C@@H]1[C@H](O[C@]([C@@H]1C)(C(F)(F)F)C)C(=O)NC1=CC(=NC=C1)C(=O)N)OC)F)F